2-((4-Amino-2-butyl-6,7,8,9-tetrahydro-1H-imidazo[4,5-c]quinolin-1-yl)methyl)-2-methylpropane-1,3-diol NC1=NC=2CCCCC2C2=C1N=C(N2CC(CO)(CO)C)CCCC